FC(S(=O)(=O)[O-])(F)F.[Al+3].FC(S(=O)(=O)[O-])(F)F.FC(S(=O)(=O)[O-])(F)F Aluminum (III) trifluoromethanesulfonate